C(C)C=1C(=CC=C2C=C(C=C(C12)C1=C(C=2N=C(N=C(C2C=N1)N1CCC(CCC1)C#N)OC[C@]12CCCN2C[C@@H](C1)F)F)O)F 1-(7-(8-ethyl-7-fluoro-3-hydroxynaphthalen-1-yl)-8-fluoro-2-(((2R,7aS)-2-fluorohexahydro-1H-pyrrolizin-7a-yl)methoxy)pyrido[4,3-d]pyrimidin-4-yl)azepane-4-carbonitrile